4-Chloro-2-(methylsulfanyl)pyrimidine ClC1=NC(=NC=C1)SC